chloropropionamide C1=CC=C(C=C1)CNC(=O)CCCl